Cl.CNC1(CC2=C(C=CS2)CC1)C N,6-dimethyl-5,7-dihydro-4H-benzothiophen-6-amine hydrochloride salt